C1=NC=CC2=CC=CC(=C12)[C@@H](C=1N=NN(C1)C1(CC1)C(F)(F)F)NC=1C=C2C(=C(C=NC2=C(C1)C#N)C#N)NCC(C)(C)C (S)-6-((isoquinolin-8-yl(1-(1-(trifluoromethyl)cyclopropyl)-1H-1,2,3-triazol-4-yl)methyl)amino)-4-(neopentylamino)quinoline-3,8-dicarbonitrile